2-mercaptomethanol COS